4-((N-(3-bromophenyl)-3-fluorobicyclo[1.1.1]pentane-1-carboxamido)methyl)bicyclo[2.2.2]octane-1-carboxylic acid BrC=1C=C(C=CC1)N(C(=O)C12CC(C1)(C2)F)CC21CCC(CC2)(CC1)C(=O)O